2-amino-5-azido-pentanoic acid NC(C(=O)O)CCCN=[N+]=[N-]